BrC1=NNC2=NC=NC(=C21)N2CCN(CC2)C(C(=O)NCCN(C)C)C2=CC=C(C=C2)Cl 2-[4-(3-bromo-1H-pyrazolo[3,4-d]pyrimidin-4-yl)piperazin-1-yl]-2-(4-chlorophenyl)-N-[2-(dimethylamino)ethyl]acetamide